8-[1-(Cyclopropylsulfonyl)-1H-indol-4-yl]-9-(difluoro-methyl)-7-fluoro-1,4,4-trimethyl-5H-[1,2,4]triazolo[4,3-a]quinoxaline C1(CC1)S(=O)(=O)N1C=CC2=C(C=CC=C12)C1=C(C=C2NC(C=3N(C2=C1C(F)F)C(=NN3)C)(C)C)F